CC1=C(C(=O)OC(C)C)C=CC(=C1)C(NC1=CC(=CC=C1)[C@H](C)NC1=CN=C2C(=N1)N(N=C2)C)=O isopropyl (S)-2-methyl-4-((3-(1-((1-methyl-1H-pyrazolo[3,4-b]pyrazin-6-yl)amino)ethyl) phenyl)carbamoyl)benzoate